CN1C(=NC=2C(=NC(=CC21)C)C)N 1,4,6-trimethylimidazo[4,5-c]pyridin-2-amine